N1(CCC1)C[C@H]([C@H](O)C1=CC2=C(OCCO2)C(=C1)F)NC(=O)[C@H]1CN(CC1)C1=CC=C2C=NN(C2=C1)C (R)-N-((1R,2R)-3-(azetidin-1-yl)-1-(8-fluoro-2,3-dihydrobenzo[b][1,4]dioxin-6-yl)-1-hydroxypropan-2-yl)-1-(1-methyl-1H-indazol-6-yl)pyrrolidine-3-carboxamide